3-carbamimidamido-butanoic acid N(C(=N)N)C(CC(=O)O)C